C(#N)C(C(C(=O)OCC)=O)C(C)C Ethyl 3-cyano-4-methyl-2-oxopentanoate